Cl.C(C1=CC=CC=C1)N(C(O)=O)C12CCC(C1)(C2)N.O=C(CN2C(CCC2)=O)C2=CC=C(C=C2)C 1-(2-oxo-2-(4-methylphenyl)ethyl)pyrrolidin-2-one benzyl-(4-aminobicyclo[2.1.1]hexan-1-yl)carbamate hydrochloride